C(C)(C)[C@@H]1OC2=CC=CC=C2C[C@@H]1[N+](=O)[O-] (2S,3S)-2-isopropyl-3-nitrochromane